BrC=1C=CC(=C(C1)C(=O)C=1SC=CN1)O (5-bromo-2-hydroxyphenyl)(thiazol-2-yl)methanone